4-methyl-2-[2-[4-[1-methyl-4-(4-pyridyl)pyrazol-3-yl]phenyl]ethynyl]quinoline CC1=CC(=NC2=CC=CC=C12)C#CC1=CC=C(C=C1)C1=NN(C=C1C1=CC=NC=C1)C